2,4-dinitro-1-naphthol [N+](=O)([O-])C1=C(C2=CC=CC=C2C(=C1)[N+](=O)[O-])O